Cl.N(N)C1=CC=C(C=C1)CC(=O)O 2-(4-hydrazinylphenyl)acetic acid hydrochloride